CC=1C=C(C(=N)N)C=C(C1)C 3,5-dimethylbenzamidine